Methoxyazetidine CON1CCC1